(R)-N-(1-(1-(3-fluorobenzoyl)-2,3-dihydro-1H-indol-5-yl)ethyl)-4-chlorobenzamide FC=1C=C(C(=O)N2CCC3=CC(=CC=C23)[C@@H](C)NC(C2=CC=C(C=C2)Cl)=O)C=CC1